[1-[2-[4-[3-[3-[(4-methoxyphenyl)methyl]-2,4-dioxo-hexahydropyrimidin-1-yl]imidazo[1,2-a]pyridin-7-yl]piperazin-1-yl]ethyl]-4-piperidyl]carbamate COC1=CC=C(C=C1)CN1C(N(CCC1=O)C1=CN=C2N1C=CC(=C2)N2CCN(CC2)CCN2CCC(CC2)NC([O-])=O)=O